C1=C(C=CC2=CC(=CC=C12)C#N)C#N naphthalene-2,6-dicarbonitrile